(4-(3-hydroxyoxetan-3-yl)phenyl)(9-(4-(trifluoromethyl)phenyl)-3,9-diazaspiro[5.5]undecan-3-yl)methanone OC1(COC1)C1=CC=C(C=C1)C(=O)N1CCC2(CC1)CCN(CC2)C2=CC=C(C=C2)C(F)(F)F